C1(=CC=C(C=C1)S(=O)(=O)N1C(CCCC1)C(=O)O)C1=CC=CC=C1 1-([1,1'-Biphenyl]-4-ylsulfonyl)piperidine-2-carboxylic acid